Oleyl-propylamine oxide C(CCCCCCC\C=C/CCCCCCCC)[NH+](CCC)[O-]